7-(6-methyl-3-{1-[(1-methylcyclohexyl)methyl]-1H-pyrazol-4-yl}pyridin-2-yl)-3-(trifluoromethyl)quinoline CC1=CC=C(C(=N1)C1=CC=C2C=C(C=NC2=C1)C(F)(F)F)C=1C=NN(C1)CC1(CCCCC1)C